C(C)OC1=C(C=CC(=C1F)F)[C@H]1[C@@H](O[C@@]([C@H]1C)(C(F)(F)F)C)C(=O)NC1=CC(=[N+](C=C1)[O-])C(=O)N (2R,3S,4S,5S)-4-[[3-(2-Ethoxy-3,4-difluoro-phenyl)-4,5-dimethyl-5-(trifluoromethyl)tetrahydrofuran-2-carbonyl]amino]-1-oxido-pyridin-1-ium-2-carboxamid